CC1=C(C=C(C(=C1)C)NC(C(C)N1C=C(C2=CC(=CC=C12)S(=O)(=O)N1CCCCC1)C)=O)N1CCN(CC1)C(=O)OC(C)(C)C tert-butyl 4-[2,4-dimethyl-5-[2-[3-methyl-5-(1-piperidylsulfonyl) indol-1-yl]propanoylamino] phenyl]piperazine-1-carboxylate